C1=CC=CC=2C3=CC=CC=C3C(C12)COC(=O)N1[C@@H](CCC1)C(=O)OC(C(=O)O)CC1=CC=CC=C1 ((S)-1-(((9H-fluoren-9-yl)methoxy)carbonyl)pyrrolidine-2-carbonyloxy)-3-phenylpropanoic acid